1-(3-(benzofuran-5-yl)-6-(3-(2,2,2-trifluoroethoxy)propyl)pyrazin-2-yl)piperidine-4-carboxylic acid O1C=CC2=C1C=CC(=C2)C=2C(=NC(=CN2)CCCOCC(F)(F)F)N2CCC(CC2)C(=O)O